CN1CCN(CC1)CC1=CC=C(C(=O)N)C=C1 4-[(4-methylpiperazin-1-yl)methyl]benzamide